CCCCC(=O)O.ON1C(CCC1=O)=O N-hydroxysuccinimide 5-pentanoate